C(C)(C)N1C(=NNC1OS(=O)(=O)O)CCNC(=O)NC1=CC=NC=C1 (2-(4-isopropyl-5-sulfoxy-4,5-dihydro-1H-1,2,4-triazol-3-yl)ethyl)-3-(pyridin-4-yl)urea